3-Chloro-5-(3-isopropyl-5-((1-methylpiperidin-4-yl)oxy)-1H-indol-2-yl)-1,4-dimethylpyridin-2(1H)-on ClC=1C(N(C=C(C1C)C=1NC2=CC=C(C=C2C1C(C)C)OC1CCN(CC1)C)C)=O